C1(CC1)C1=CC=C(C=C1)[C@H]([C@H](C)NC([C@@H](CC)O)=O)OC=1C=CC(=NC1)C(=O)N[C@@H]1CN(CCC1)C(=O)[C@H]1COC(C1)=O 5-[(1R,2S)-1-(4-cyclopropylphenyl)-2-[[(2R)-2-hydroxybutyryl]amino]propoxy]-N-[(3S)-1-[(3R)-5-oxotetrahydrofuran-3-carbonyl]-3-piperidinyl]pyridine-2-carboxamide